3-(dimethylamino)propoxybenzeneboronic acid pinacol ester CN(CCCOC1=C(C=CC=C1)B1OC(C)(C)C(C)(C)O1)C